FC=1C=C2C=C(C(NC2=CC1)=O)C=1N=NN(C1)C1=CC=C(C=C1)C(=O)N1CC(CC1)C(=O)N1CCN(CC1)C 6-fluoro-3-(1-{4-[3-(4-methyl-piperazine-1-carbonyl)-pyrrolidine-1-carbonyl]-phenyl}-1H-[1,2,3]triazol-4-yl)-1H-quinolin-2-one